(S)-2-((4-(6-((4-cyano-2-fluorobenzyl)oxy)pyridin-2-yl)piperidin-1-yl)methyl)-N-(cyclopropyl-carbamoyl)-1-(oxetan-2-ylmethyl)-1H-benzo[d]imidazole-6-sulfonamide C(#N)C1=CC(=C(COC2=CC=CC(=N2)C2CCN(CC2)CC2=NC3=C(N2C[C@H]2OCC2)C=C(C=C3)S(=O)(=O)NC(NC3CC3)=O)C=C1)F